(S)-4-(5-methyl-7H-pyrrolo[2,3-d]pyrimidin-4-yl)-N-(piperidin-3-yl)-3,4-dihydro-2H-1,4-thiazine-6-carboxamide hydrochloride Cl.CC1=CNC=2N=CN=C(C21)N2CCSC(=C2)C(=O)N[C@@H]2CNCCC2